benzyl (2S)-2-(cyanomethyl)-4-[8-fluoro-7-(5-methyl-4-isoquinolyl)-2-[3-[(1S,4S)-2-oxa-5-azabicyclo[2.2.1]heptan-5-yl]propoxy]pyrido[4,3-d]pyrimidin-4-yl]piperazine-1-carboxylate C(#N)C[C@@H]1N(CCN(C1)C=1C2=C(N=C(N1)OCCCN1[C@@H]3CO[C@H](C1)C3)C(=C(N=C2)C2=CN=CC3=CC=CC(=C23)C)F)C(=O)OCC2=CC=CC=C2